tert-butyl N-[(6-bromo-3-isoquinolyl)methyl]carbamate BrC=1C=C2C=C(N=CC2=CC1)CNC(OC(C)(C)C)=O